N-(2-(4-Cyanothiazolidin-3-yl)-2-oxoethyl)-6-cyclopropylquinoline-4-carboxamide C(#N)C1N(CSC1)C(CNC(=O)C1=CC=NC2=CC=C(C=C12)C1CC1)=O